NC1=CC=C(C=N1)C=1C=C(C=C(C1)C=1C=NN(C1)C(F)F)[C@@H](C)NC(C1=C(C=CC(=C1)OCCN(C)C)C)=O (R)-N-(1-(3-(6-aminopyridin-3-yl)-5-(1-(difluoromethyl)-1H-pyrazol-4-yl)phenyl)ethyl)-5-(2-(dimethylamino)ethoxy)-2-methylbenzamide